N-(2-methoxyethyl)cyclopropylamine hydrate hydrochloride Cl.O.COCCNC1CC1